C(CC)C=1C(=NC=CC1)C1=NC=CC=C1 propyl-bipyridine